C(C=C)(=O)OC methyl propenoate